Monotrityl-1,6-hexanediamine acetate C(C)(=O)O.C(C1=CC=CC=C1)(C1=CC=CC=C1)(C1=CC=CC=C1)C(CCCCCN)N